3-(chloromethyl)-1-methyl-1H-1,2,4-Triazole hydrochloride Cl.ClCC1=NN(C=N1)C